4-oxo-3,4-Dihydropyridine O=C1CC=NC=C1